FC1=CC(=C(C=C1)[C@H]1[C@@H](O[C@]([C@H]1C)(C(F)(F)F)C)C(=O)O)C (2R,3S,4S,5R)-3-(4-fluoro-2-methylphenyl)-4,5-dimethyl-5-(trifluoromethyl)tetrahydrofuran-2-carboxylic acid